N-(4-(5-(difluoromethyl)-1,3,4-oxadiazol-2-yl)-2-fluorobenzyl)-6-(oxetan-3-yl)-N-phenyl-2,6-diazaspiro[3.3]heptane-2-thioamide FC(C1=NN=C(O1)C1=CC(=C(CN(C(=S)N2CC3(C2)CN(C3)C3COC3)C3=CC=CC=C3)C=C1)F)F